2-bromo-1-(bromomethyl)-4-chloro-3-fluorobenzene BrC1=C(C=CC(=C1F)Cl)CBr